C(#N)C=1C=C(CNN1)C1=CC(=C2C=NN(C2=C1)C1OCCCC1)NCCOCCCCN(C(OC(C)(C)C)=O)CC1=CC(=C(C(=C1)F)OC(F)(F)F)F tert-butyl (4-(2-((6-(6-cyano-2,3-dihydropyridazin-4-yl)-1-(tetrahydro-2H-pyran-2-yl)-1H-indazol-4-yl)amino)ethoxy)butyl)(3,5-difluoro-4-(trifluoromethoxy)benzyl)carbamate